3-[(benzyloxy)methyl]-1-(5-bromopyridin-3-yl)cyclobutane-1-carbohydrazide C(C1=CC=CC=C1)OCC1CC(C1)(C(=O)NN)C=1C=NC=C(C1)Br